N-(9,9-dimethyl-9H-fluoren-2-yl)-9,9-dimethyl-N-{4-[4-(naphthalen-1-yl)phenyl]-[1,1'-biphenyl]-3-yl}-9H-fluoren-2-amine CC1(C2=CC=CC=C2C=2C=CC(=CC12)N(C1=CC=2C(C3=CC=CC=C3C2C=C1)(C)C)C=1C=C(C=CC1C1=CC=C(C=C1)C1=CC=CC2=CC=CC=C12)C1=CC=CC=C1)C